Tert-butyl 4-(3-hydroxy-4,5,6,7-tetrahydro-1H-indazol-1-yl)piperidine-1-carboxylate OC1=NN(C=2CCCCC12)C1CCN(CC1)C(=O)OC(C)(C)C